3-(1-(4-ethyl-4H-1,2,4-triazol-3-yl)-3-methylcyclobutyl)aniline C(C)N1C(=NN=C1)C1(CC(C1)C)C=1C=C(N)C=CC1